C12N(CCNC2CC1)C=1C(=NC=CC1)C#N 2,5-diazabicyclo[4.2.0]octane-2-ylpyridine-2-carbonitrile